(R)-2-methylazepine-1,2-dicarboxylic acid 1-benzyl 2-methyl ester COC(=O)[C@@]1(N(C=CC=CC1)C(=O)OCC1=CC=CC=C1)C